C1=C2C(=CC=C1)S(CC=1C2=NC2=CC=CC=C2C1)=O thiochromeno[4,3-b]quinolone